3-mercapto-2-(mercaptomethyl)propanoic acid SCC(C(=O)O)CS